methyl 2-(3-oxocyclobutyl)acetate O=C1CC(C1)CC(=O)OC